tert-Butyl 4-[4-(tetramethyl-1,3,2-dioxaborolan-2-yl)-1H-pyrazol-1-yl]piperidine-1-carboxylate CC1(C(OB(O1)C=1C=NN(C1)C1CCN(CC1)C(=O)OC(C)(C)C)(C)C)C